1,4-bis(2,4-dicarboxyphenoxy)benzene C(=O)(O)C1=C(OC2=CC=C(C=C2)OC2=C(C=C(C=C2)C(=O)O)C(=O)O)C=CC(=C1)C(=O)O